(1R,5S)-3-(7-(3-amino-2-cyano-5-methylphenyl)-8-fluoro-2-(methylsulfanyl)pyrido[4,3-d]pyrimidin-4-yl)-3,8-diazabicyclo[3.2.1]octane-8-carboxylic acid tert-butyl ester C(C)(C)(C)OC(=O)N1[C@H]2CN(C[C@@H]1CC2)C=2C1=C(N=C(N2)SC)C(=C(N=C1)C1=C(C(=CC(=C1)C)N)C#N)F